OC(C)(C)[C@H]1CCNC1=O (2S,4R)-4-(2-hydroxypropan-2-yl)-5-oxopyrrolidin